methyl-1,2-benzisothiazolin-3-one CC1=CC=CC2=C1C(NS2)=O